ClC=1C(=NN(C1)C)[C@@H]1C[C@H](C=2N1N=C(N2)C(=O)C2CC2)F ((5s,7r)-5-(4-chloro-1-methyl-1H-pyrazol-3-yl)-7-fluoro-6,7-dihydro-5H-pyrrolo[1,2-b][1,2,4]triazol-2-yl)(cyclopropyl)methanone